C1N(CC12NCCCC2)C2=CC=C(C=N2)C2=NNC1=CC=C(C=C21)O[C@H](C)C2=C(C=NC=C2Cl)Cl 3-[6-(2,5-diazaspiro[3.5]nonan-2-yl)-3-pyridyl]-5-[(1R)-1-(3,5-dichloro-4-pyridyl)ethoxy]-1H-indazole